(R)-5-(5-methyl-1,2,4-oxadiazol-3-yl)-2,3-dihydrospiro[indene-1,4'-oxazolidin]-2'-one CC1=NC(=NO1)C=1C=C2CC[C@@]3(NC(OC3)=O)C2=CC1